OC(CNCC(=O)O)C N-(2-hydroxypropyl)glycine